(R,Z)-1-((5-bromo-3-(2-chlorophenyl)pyridin-2-yl)sulfonyl)-4-fluoro-N-(4-(methylsulfonyl)but-3-en-2-yl)piperidine-4-carboxamide BrC=1C=C(C(=NC1)S(=O)(=O)N1CCC(CC1)(C(=O)N[C@H](C)\C=C/S(=O)(=O)C)F)C1=C(C=CC=C1)Cl